CC1=C(C=C(C=C1)C1=C(NC2=NC=C(C=C21)C(=O)OC(C)C)[Si](C)(C)C)[N+](=O)[O-] isopropyl 3-(4-methyl-3-nitrophenyl)-2-(trimethylsilyl)-1H-pyrrolo[2,3-b]pyridine-5-carboxylate